C(#N)[C@@H](C[C@@H]1C(NCCC1)=O)NC(=O)[C@@H]1N([C@@H]2CC([C@H]1CC2)(F)F)C([C@H](CC(C)C)NC(C(F)(F)F)=O)=O (1S,3R,4S)-N-[(1R)-1-cyano-2-[(3R)-2-oxo-3-piperidyl]ethyl]-5,5-difluoro-2-[(2S)-4-methyl-2-[(2,2,2-trifluoroacetyl)amino]pentanoyl]-2-azabicyclo[2.2.2]octane-3-carboxamide